3-methylsulfanyl-5-(1-methylsulfonylcyclopropyl)-1,2,4-triazine CSC=1N=NC=C(N1)C1(CC1)S(=O)(=O)C